1-(4-bromobenzyl)-3-(ethoxymethyl)-3-phenethylpyrrolidine BrC1=CC=C(CN2CC(CC2)(CCC2=CC=CC=C2)COCC)C=C1